1-(3-chlorophenyl)-3-(3-(3-methoxyquinoxaline-6-carbonyl)phenyl)urea ClC=1C=C(C=CC1)NC(=O)NC1=CC(=CC=C1)C(=O)C=1C=C2N=C(C=NC2=CC1)OC